BrC=1C=CC=C2C(=CC=NC12)NC(=O)C1=NC=CC=C1 N-(8-bromoquinolin-4-yl)pyridinecarboxamide